COC1=C(C(=CC=2C3=C(NN=C3CCC21)C(CO)C2=CC(=C(C=C2)OC)F)OC)OC 6,7,8-trimethoxy-1-(3-fluoro-4-methoxyphenyl)-2-hydroxyethyl-4,5-dihydro-2H-benzo[e]indazole